FC1=CC=C(C=C1)[As]=O (4-fluorophenyl)(oxo)arsane